(S)-2-fluoro-5-(naphthalen-2-yl)-4-(4-trifluoromethylphenyl)-5-oxopentanoic acid ethyl ester C(C)OC([C@H](CC(C(=O)C1=CC2=CC=CC=C2C=C1)C1=CC=C(C=C1)C(F)(F)F)F)=O